N-(2-(9H-carbazol-9-yl)-4-methoxy-3,5-dimethylphenyl)-4-methylbenzenesulfonamide C1=CC=CC=2C3=CC=CC=C3N(C12)C1=C(C=C(C(=C1C)OC)C)NS(=O)(=O)C1=CC=C(C=C1)C